(S)-4-((2-((6-methylpyridin-3-yl)oxy)ethyl)(4-(5,6,7,8-tetrahydro-1,8-naphthyridin-2-yl)butyl)amino)-2-((5-phenylpyrazin-2-yl)amino)butanoic acid CC1=CC=C(C=N1)OCCN(CC[C@@H](C(=O)O)NC1=NC=C(N=C1)C1=CC=CC=C1)CCCCC1=NC=2NCCCC2C=C1